(dimethyl 3-((6-amino-8-bromo-2-(2-hydroxyethoxy)-9H-purin-9-yl)methyl)benzyl)phosphonate CC(C1=CC(=CC=C1)CN1C2=NC(=NC(=C2N=C1Br)N)OCCO)(C)P([O-])([O-])=O